CC=1C=C2C(C(=C(OC2=C(C1)[C@@H](C)NC1=C(C(=O)O)C=CC=C1)C1=CC=CC=C1)C1COC1)=O 2-[[(1R)-1-[6-methyl-3-(oxetan-3-yl)-4-oxo-2-phenyl-chromen-8-yl]ethyl]amino]benzoic acid